5-(4-((3-ethyl-8-fluoro-4-methoxy-2-oxo-1,2-dihydro-1,6-naphthyridin-7-yl)methyl)piperazin-1-yl)-6-fluoro-N-methylpyridineamide C(C)C=1C(NC2=C(C(=NC=C2C1OC)CN1CCN(CC1)C=1C=CC(=NC1F)C(=O)NC)F)=O